tert-butyl (3-(2-(3-(trifluoromethyl)cyclobutoxy)acetamido)bicyclo[1.1.1]pentan-1-yl)carbamate FC(C1CC(C1)OCC(=O)NC12CC(C1)(C2)NC(OC(C)(C)C)=O)(F)F